Cl.Cl.CN(CCNC(=O)[C@H]1NCC1)C (2S)-N-(2-dimethylaminoethyl)azetidine-2-carboxamide dihydrochloride